4-((1S,2S)-2-(6-(2,4-dimethoxypyrimidin-5-yl)imidazo[1,2-b]pyridazin-8-yl)cyclopropyl)-2-fluorobenzonitrile COC1=NC=C(C(=N1)OC)C=1C=C(C=2N(N1)C=CN2)[C@@H]2[C@H](C2)C2=CC(=C(C#N)C=C2)F